CC=1C=C(C=CC1O)C=1C(=C(C=CC1)C)O 3,3'-dimethylbiphenyl-4,2'-diol